10-(benzyloxy)-2-methyl-2-decene C(C1=CC=CC=C1)OCCCCCCCC=C(C)C